3-mercapto-2-methylpentan-1-ol SC(C(CO)C)CC